2-(4-amino-7-fluoro-1H-indazol-1-yl)acetonitrile NC1=C2C=NN(C2=C(C=C1)F)CC#N